N-(2-aminoethyl)carbazole NCCN1C2=CC=CC=C2C=2C=CC=CC12